1-(Azetidin-3-yl)-N-(3-chloro-1H-indol-7-yl)pyrazol-4-sulfonamid N1CC(C1)N1N=CC(=C1)S(=O)(=O)NC=1C=CC=C2C(=CNC12)Cl